N-[4-(dimethylamino)butyl]acrylamide tert-butyl-(S)-2-chloro-5,6,6a,7,9,10-hexahydro-8H-pyrazino[1',2':4,5]pyrazino[2,3-c]pyridazine-8-carboxylate C(C)(C)(C)OC(=O)N1C[C@H]2N(C=3C(=NN=C(C3)Cl)NC2)CC1.CN(CCCCNC(C=C)=O)C